FC([C@H]1N(CCC1)C#N)(F)F (S)-2-(trifluoromethyl)pyrrolidine-1-carbonitrile